N-[(2S)-2-(1-benzylpiperidin-4-yl)-2-hydroxyethyl]-1-(3-cyano-4-fluorophenyl)piperidine-4-carboxamide C(C1=CC=CC=C1)N1CCC(CC1)[C@@H](CNC(=O)C1CCN(CC1)C1=CC(=C(C=C1)F)C#N)O